4,4'-dimethoxy-3,5'-diaminobiphenyl COC1=C(C=C(C=C1)C1=CC=C(C(=C1)N)OC)N